{[(phenylformamido)methanethioyl]amino}-1H-pyrazole-4-carboxylate C1(=CC=CC=C1)C(=O)NC(=S)NN1N=CC(=C1)C(=O)[O-]